6-(2-methoxyphenyl)-N-[(1R,3S)-3-{[2-(trifluoromethyl)quinolin-4-yl]amino}cyclohexyl]pyridine-3-carboxamide COC1=C(C=CC=C1)C1=CC=C(C=N1)C(=O)N[C@H]1C[C@H](CCC1)NC1=CC(=NC2=CC=CC=C12)C(F)(F)F